(R)-N-methyl-N-(2-methyl-6-(5,6,7,8-tetrahydro-1,8-naphthyridin-2-yl)hexan-2-yl)pyrrolidin-3-amine CN([C@H]1CNCC1)C(C)(CCCCC1=NC=2NCCCC2C=C1)C